(2E,4E,6E)-7-(benzo[d][1,3]dioxol-5-yl)-1-(3-((3,4,5-trihydroxytetrahydrofuran-2-yl)methoxy)piperidin-1-yl)hepta-2,4,6-trien-1-one O1COC2=C1C=CC(=C2)/C=C/C=C/C=C/C(=O)N2CC(CCC2)OCC2OC(C(C2O)O)O